4-methyl-N-[3-(4-methyl-1H-imidazol-1-yl)-5-trifluoromethyl-phenyl]-3-[[4-(3-pyridinyl)-2-pyrimidinyl]amino]-benzamide CC1=C(C=C(C(=O)NC2=CC(=CC(=C2)C(F)(F)F)N2C=NC(=C2)C)C=C1)NC1=NC=CC(=N1)C=1C=NC=CC1